4,8-bis[3-(dibenzofuran-4-yl)phenyl]benzofuro[3,2-d]pyrimidine C1=CC=C(C=2OC3=C(C21)C=CC=C3)C=3C=C(C=CC3)C=3C2=C(N=CN3)C3=C(O2)C=CC(=C3)C3=CC(=CC=C3)C3=CC=CC2=C3OC3=C2C=CC=C3